C1(=NC=CC2=CC=CC=C12)C=O isoquinolinealdehyde